C(C)OC(=O)C1=NN(C(=C1)C(C)(C)C)CC1=CC(=CC=C1)Br (3-bromobenzyl)-5-(tert-butyl)-1H-pyrazole-3-carboxylic acid ethyl ester